ClC=1C=C(C=2N(N1)C(=CN2)C(=O)N[C@H]2[C@H](C2)F)N(C)CC2=CC=C(C=C2)OC 6-chloro-N-((1R,2S)-2-fluorocyclopropyl)-8-((4-methoxybenzyl)(methyl)amino)imidazo[1,2-b]pyridazine-3-carboxamide